CC1=CC2=C(NC(NC2=O)=O)C(N1C)=O 6,7-dimethyl-1,7-dihydropyrido[3,4-d]pyrimidine-2,4,8(3H)-trione